((3-fluoro-5-methoxy-2',2''-dimethyl-3''-(1-methyl-6-oxo-1,6-dihydropyrimidine-5-carboxamido)-[1,1':3',1''-terphenyl]-4-yl)methyl)glycine FC=1C=C(C=C(C1CNCC(=O)O)OC)C1=C(C(=CC=C1)C1=C(C(=CC=C1)NC(=O)C1=CN=CN(C1=O)C)C)C